CN(CCCCCCCCCCCCCCCCCC)CCCCCCCCCCCCCCCCCC methyl-distearylamine